1-(3-chloro-5'-fluoro-2'-hydroxy-3'-(6-methoxy-5-(4-(1-methoxy-2-methylpropan-2-yl)piperazin-1-yl)pyridin-3-yl)-[1,1'-biphenyl]-4-yl)-3-methyl-1H-imidazol-2(3H)-one ClC=1C=C(C=CC1N1C(N(C=C1)C)=O)C1=C(C(=CC(=C1)F)C=1C=NC(=C(C1)N1CCN(CC1)C(COC)(C)C)OC)O